Ethyl 5-cyanopyrazolo[1,5-a]pyrimidine-3-carboxylate C(#N)C1=NC=2N(C=C1)N=CC2C(=O)OCC